tri(4-(9H-carbazole-9-yl)phenyl)amine C1=CC=CC=2C3=CC=CC=C3N(C12)C1=CC=C(C=C1)N(C1=CC=C(C=C1)N1C2=CC=CC=C2C=2C=CC=CC12)C1=CC=C(C=C1)N1C2=CC=CC=C2C=2C=CC=CC12